2-(tert-butylamino)-N-methyl-N-(2-oxo-2-((6-(trifluoromethoxy)benzo[d]thiazol-2-yl)amino)ethyl)acetamide C(C)(C)(C)NCC(=O)N(CC(NC=1SC2=C(N1)C=CC(=C2)OC(F)(F)F)=O)C